tert-butyl 4-[4-[(5-bromo-1-methyl-azole-2-carbonyl)amino]-2-chloro-benzoyl]piperazine-1-carboxylate BrC1=CC=C(N1C)C(=O)NC1=CC(=C(C(=O)N2CCN(CC2)C(=O)OC(C)(C)C)C=C1)Cl